[5-(3-cyclopropoxyphenyl)-1-(1-methyl-1H-indazol-7-yl)-1H-pyrazol-3-yl]methanol C1(CC1)OC=1C=C(C=CC1)C1=CC(=NN1C=1C=CC=C2C=NN(C12)C)CO